O[C@@H]1[C@H](CNC1)NC(OC(C)(C)C)=O tert-butyl [(3S,4S)-4-hydroxypyrrolidin-3-yl]carbamate